3-hydroxy-N'-(1-methylethylidene)-2-naphthoic acid hydrazide OC=1C(=CC2=CC=CC=C2C1)C(=O)NN=C(C)C